O=O.[C] carbon molecular oxygen